C(=C)CC(=O)SCCNC(CCNC([C@@H](C(COP(OP(OC[C@@H]1[C@H]([C@H]([C@@H](O1)N1C=NC=2C(N)=NC=NC12)O)OP(=O)(O)O)(=O)O)(=O)O)(C)C)O)=O)=O vinylacetyl-CoA